CC1(CN(CCO1)C1=NN2C(N=CC=C2)=C1C(=O)O)C (2,2-dimethylmorpholin-4-yl)pyrazolo[1,5-a]pyrimidine-3-carboxylic acid